CC(CCCCCC(C(=O)O)C)C 6-methylheptylpropionic acid